ethyl 8-methoxy-9-(2-methyl-2H-tetrazol-5-yl)-1-(1,3,4-thiadiazol-2-yl)-5,6-dihydropyrrolo[2,1-a]isoquinoline-3-carboxylate COC=1C=C2CCN3C(C2=CC1C=1N=NN(N1)C)=C(C=C3C(=O)OCC)C=3SC=NN3